methyl 5-chloro-1-((5-cyclopropylpyridin-2-yl) methyl)-1H-indazole-7-carboxylate ClC=1C=C2C=NN(C2=C(C1)C(=O)OC)CC1=NC=C(C=C1)C1CC1